BrC=1C(=CC=C2C3=C(N(C12)COCC[Si](C)(C)C)CCCC(C3=O)=CO)Cl 4-bromo-3-chloro-9-(hydroxymethylene)-5-((2-(trimethylsilyl)ethoxy)methyl)-6,7,8,9-tetrahydrocyclohepta[b]indol-10(5H)-one